C(=O)(O)C[N+](C)(C)CC(=O)O 1-carboxy-N-(carboxymethyl)-N,N-dimethyl-methanaminium